4-(bromomethyl)-2-phenylthiazole BrCC=1N=C(SC1)C1=CC=CC=C1